N1=C2C(=NC=C1)NC=C2C=2SC=C(N2)C=2C=C(C=CC2)[C@]2(C(N(CC2)C)=O)O (R)-3-(3-(2-(5H-Pyrrolo[2,3-b]pyrazin-7-yl)thiazol-4-yl)phenyl)-3-hydroxy-1-methylpyrrolidin-2-one